COC(=O)C=1C=C(C=CC1)C1CN(C1)C(=O)OC(C)(C)C tert-butyl 3-(3-(methoxycarbonyl)phenyl)azetidine-1-carboxylate